C(C(C)C)(=O)OC=1C(=NC=CC1OC)C(N[C@H](C(=O)N[C@H](C(C1=CC=C(C=C1)OC)C1=CC=C(C=C1)OC)C)[C@H](CC)C)=O 2-(((2S,3S)-1-(((S)-1,1-bis(4-methoxyphenyl)propan-2-yl)amino)-3-methyl-1-oxopentan-2-yl)carbamoyl)-4-methoxypyridin-3-yl isobutyrate